4-methyl-2,3,6,7-tetrahydro-1H,5H-pyrido[3,2,1-ij]quinolinium C[N+]12CCCC3=CC=CC(=C13)CCC2